CN1C(N(C2=C1C(=CC=C2)C(=O)NC2CN(CC2)C)[C@@H]2CC[C@@H](CC2)C(NC2=CC(=C(C=C2)C)OC)=O)=O methyl-N-(1-methylpyrrolidin-3-yl)-2-oxo-1-[cis-4-[(3-methoxy-4-methylphenyl)carbamoyl]cyclohexyl]-2,3-dihydro-1H-1,3-benzodiazole-4-carboxamide